[Na].ClC1=NC(=C2N(C(NC2=N1)=O)C1=CC=C(C=C1)C(=O)N1CC2=C(C=3C(=NC=CC3)N2CC2=C(C=C(C=C2)F)F)CC1)C 2-chloro-7-(4-{[9-(2,4-difluorobenzyl)-5,6,8,9-tetrahydro-7H-pyrido[4',3':4,5]pyrrolo[2,3-b]pyridin-7-yl]carbonyl}phenyl)-6-methyl-7,9-dihydro-8H-purin-8-one sodium salt